C(C)(C)(C)OC(=O)N1CC2(C1)CC(C2)CC2=CC=C1C(=N2)NC=C1C(F)(F)F 6-[[3-(trifluoromethyl)-1H-pyrrolo[2,3-b]pyridin-6-yl]methyl]-2-azaspiro[3.3]heptane-2-carboxylic acid tert-butyl ester